tert-butyl (S)-2-{4-[4-(4-aminopiperidine-1-carbonyl)phenyl]-2,3,9-trimethyl-6H-thieno[3,2-f][1,2,4]triazolo[4,3-a][1,4]diazepin-6-yl}acetate NC1CCN(CC1)C(=O)C1=CC=C(C=C1)C1=N[C@H](C=2N(C3=C1C(=C(S3)C)C)C(=NN2)C)CC(=O)OC(C)(C)C